N,N,N',N'-Tetrakis(2-hydroxypropyl)-ethylendiamin OC(CN(CCN(CC(C)O)CC(C)O)CC(C)O)C